C(C)(C)(C)[C@]12COC[C@@H](C=C(C1)OS(=O)(=O)C(F)(F)F)N2C(=O)O.FC(C2=CC(NC(N2)=O)=O)(F)F 6-Trifluoromethyl-uracil tert-butyl-(1S,5R)-7-(((trifluoromethyl)sulfonyl)oxy)-3-oxa-9-azabicyclo[3.3.1]non-6-ene-9-carboxylate